FCC(OC=1C=C2C(N(C(N(C2=CC1)C1CCN(CC1)C=O)=O)CC=1C=NC(=CC1)N1N=CC=C1)=O)CF 4-{6-[2-fluoro-1-(fluoromethyl)ethoxy]-2,4-dioxo-3-{[6-(1H-pyrazol-1-yl)pyridin-3-yl]methyl}-3,4-dihydroquinazolin-1(2H)-yl}piperidine-1-carbaldehyde